Tert-butyl 7-(4-(1-(2,6-dioxopiperidin-3-yl)-3-methyl-2-oxo-2,3-dihydro-1H-benzo[d]imidazol-5-yl)phenyl)-2,7-diazaspiro[4.4]nonane-2-carboxylate O=C1NC(CCC1N1C(N(C2=C1C=CC(=C2)C2=CC=C(C=C2)N2CC1(CCN(C1)C(=O)OC(C)(C)C)CC2)C)=O)=O